(R)-N-(1-(3-amino-5-(difluoromethyl)phenyl)ethyl)-9-methyl-2,3-dihydro-[1,4]dioxino[2,3-g]phthalazin-6-amine NC=1C=C(C=C(C1)C(F)F)[C@@H](C)NC1=NN=C(C=2C=C3C(=CC12)OCCO3)C